4,6-Dichloro-7-methoxy-2-methyl-4-(4'-(trifluoromethylthio)-[1,1'-biphenyl]-4-yl)quinoline ClC1(CC(=NC2=CC(=C(C=C12)Cl)OC)C)C1=CC=C(C=C1)C1=CC=C(C=C1)SC(F)(F)F